FC(C(=C)C1=C(SC=C1)CCCC(=O)SCCNC(CCNC([C@@H](C(COP(OP(OC[C@@H]1[C@H]([C@H]([C@@H](O1)N1C=NC=2C(N)=NC=NC12)O)OP(=O)(O)O)(=O)O)(=O)O)(C)C)O)=O)=O)F 3-(3,3-difluoroprop-1-en-2-yl)thiopheneButyryl-coenzyme A